2-mercaptoethansulfonat SCCS(=O)(=O)[O-]